ClC1=C(C=C(N=N1)C(=O)OC)C1CCC1 methyl 6-chloro-5-cyclobutylpyridazine-3-carboxylate